[2-(5-chloro-2-nitrobenzyl)-1,3-dioxolan-2-yl]Acetic acid methyl ester COC(CC1(OCCO1)CC1=C(C=CC(=C1)Cl)[N+](=O)[O-])=O